NCC=1C=C(NC2=CC=C(C=C2)OC)C=C(C1)F 3-(Aminomethyl)-5-fluoro-N-(4-methoxyphenyl)aniline